S1(C=CC=C1)=O Thiophene-1-oxide